octahydrooctamethyl-dibenzofluorene CC1(C(C(C(C=2C1C1C(=C3C=4C=CC=CC4CC23)C=CCC1)(C)C)(C)C)(C)C)C